2-(2-hexoxycarbonyl)acetoxy-1,3-propanediol CC(CCCC)OC(=O)CC(=O)OC(CCO)O